2,3-difluoro-N-methyl-4-(4-((3-methyl-2-oxo-4-thioxo-1,2,3,4-tetrahydroquinazolin-7-yl)methyl)piperazin-1-yl)benzamide FC1=C(C(=O)NC)C=CC(=C1F)N1CCN(CC1)CC1=CC=C2C(N(C(NC2=C1)=O)C)=S